(S)-N-(2-fluoro-4-(3-methylpiperazin-1-yl)phenyl)-6-methoxy-2-methyl-2H-indazole-5-carboxamide hydrochloride Cl.FC1=C(C=CC(=C1)N1C[C@@H](NCC1)C)NC(=O)C1=CC2=CN(N=C2C=C1OC)C